praseodymium copper aluminum [Al].[Cu].[Pr]